2-(4-cyclopropyl-2-fluoroanilino)-3,4-difluoro-5-[[3-fluoro-2-[(1-methylcyclobutyl)sulfamoyl]pyridin-4-yl]methyl]-N-methoxybenzamide C1(CC1)C1=CC(=C(NC2=C(C(=O)NOC)C=C(C(=C2F)F)CC2=C(C(=NC=C2)S(NC2(CCC2)C)(=O)=O)F)C=C1)F